COC(C(C1=CC=CC=C1)NC1[C@@H]2CNC[C@H]12)=O (1R,5S,6s)-6-((2-methoxy-2-oxo-1-phenylethyl)amino)-3-azabicyclo[3.1.0]hexane